2-Bromo-5-(trifluoromethyl)-1,3,4-thiadiazole BrC=1SC(=NN1)C(F)(F)F